ClC1=C(C=C(C=C1)N1N=C(N=C1CNC(=O)NCC1=NC=NN1C1=CC=C2C=C(C=NC2=C1)F)C)F 1-{[1-(4-chloro-3-fluorophenyl)-3-methyl-1H-1,2,4-triazol-5-yl]methyl}-3-{[1-(3-fluoroquinolin-7-yl)-1H-1,2,4-triazol-5-yl]methyl}urea